6-[[1-methyl-4-(trifluoromethyl)-pyrazol-3-yl]meth-yl]-2-azaspiro[3.3]-heptane CN1N=C(C(=C1)C(F)(F)F)CC1CC2(CNC2)C1